(2-oxa-8-azaspiro[4.5]decan-3-yl)methyl acetate C(C)(=O)OCC1OCC2(C1)CCNCC2